CC=1C(=C(C=CC1)O)CCCCCCCCC methyl-nonylphenol